tert-butyl((S)-1-(methoxy(methyl)amino)-1-oxo-3-((S)-2-oxopyrrolidin-3-yl)propan-2-yl)carbamate C(C)(C)(C)OC(N[C@H](C(=O)N(C)OC)C[C@H]1C(NCC1)=O)=O